methyl-4-(2-hydroxy-5-isopropylbenzoyl)-1H-pyrrole-2-carboxylic acid methyl ester COC(=O)C=1N(C=C(C1)C(C1=C(C=CC(=C1)C(C)C)O)=O)C